C1(CC1)CNCCC1=CC=C(C=C1)C1=C(CCC2=CC(=CC=C12)OC)C1=CC=C(C=C1)C(C)C N-(cyclopropylmethyl)-2-(4-(2-(4-isopropylphenyl)-6-methoxy-3,4-dihydronaphthalen-1-yl)phenyl)ethan-1-amine